NO\C(\C)=C(/CC)\C=1C=C(C=CC1OC[C@@H]1NCCCC1)NC(C[C@@H]1COCC1)=O N-(3-((E)-2-(aminooxy)pent-2-en-3-yl)-4-(((R)-piperidin-2-yl)methoxy)phenyl)-2-((R)-tetrahydrofuran-3-yl)acetamide